C(CCCCC)[Si](OCC)(OCC)CCCCCC di-n-Hexyldiethoxysilane